FC(C1=CC2=C(C(=NO2)N2C(N3[C@H](C2)C([C@@H](C3)NS(=O)(=O)CC)(F)F)=O)C(=C1)C1=C(C=C(C=C1F)F)F)F N-{(6R,7aR)-2-[6-(difluoromethyl)-4-(2,4,6-trifluorophenyl)-1,2-benzoxazol-3-yl]-7,7-difluoro-3-oxohexahydro-1H-pyrrolo[1,2-c]imidazol-6-yl}ethanesulfonamide